Tetramethyl-bipyridine CC1=C(C(=C(C(=N1)C1=NC=CC=C1)C)C)C